(5R,8R)-methyl 5-fluoro-8-hydroxy-5,6,7,8-tetrahydroquinoline-5-carboxylate F[C@]1(C=2C=CC=NC2[C@@H](CC1)O)C(=O)OC